[Na+].C(=O)(O)CCCCCN1C(C=C(C2=CC3=C(C=C12)OC1=C(C(CC(C1=C3)(C)C)=O)S(=O)(=O)[O-])C)(C)C 1-(5-carboxypentyl)-2,2,4,7,7-pentamethyl-9-oxo-8H-chromeno[3,2-g]quinoline-10-sulfonate Sodium Salt